bis-cyclopentapyrrole C1=CC=C2NC=3C(=C21)C=CC3